1,2-bis-(3-methylphenoxy)ethane Tert-butyl-(3r,5's)-7-bromo-5'-carbamoyl-2-oxospiro[indole-3,3'-pyrrolidine]-1'-carboxylate C(C)(C)(C)OC(=O)N1C[C@]2(C[C@H]1C(N)=O)C(NC1=C(C=CC=C12)Br)=O.CC=1C=C(OCCOC2=CC(=CC=C2)C)C=CC1